CC(C(=O)NC1=CC(=CC(=C1)NC(C(C)(C)C)=O)NC(C(C)(C)C)=O)(C)C 1,3,5-tris(2,2-dimethylpropionamido)benzene